N4-(5-chloro-3-(methylthio)pyridin-2-yl)pyrimidine-4,6-diamine ClC=1C=C(C(=NC1)NC1=NC=NC(=C1)N)SC